OC1=C(CNC2=CC=C(C=C2)S(=O)(=O)NC=2C=C(C=CC2)C2CCNCC2)C=CC=C1OC 4-(3-(4-((2-Hydroxy-3-methoxybenzyl)amino)-phenylsulfonamido)phenyl)piperidin